4-{7-fluoro-6-[2-fluoro-1-(fluoromethyl)ethoxy]-2,4-dioxo-3-[4-(2-phenylethyl)benzyl]-3,4-dihydroquinazolin-1(2H)-yl}piperidine-1-carbaldehyde FC1=C(C=C2C(N(C(N(C2=C1)C1CCN(CC1)C=O)=O)CC1=CC=C(C=C1)CCC1=CC=CC=C1)=O)OC(CF)CF